BrC=1C=C(C=C(C1)Br)C=1C=C(C=CC1)C1=C(C=CC=C1)N1C2=C(C3=CC=CC=C13)C=CC=N2 9-(3'',5''-dibromo-[1,1':3',1''-terphenyl]-2-yl)-9H-pyrido[2,3-b]indole